NC1=NC2=CC(=CC=C2C=C1C(F)F)CN(C(=O)C=1C=NC=CC1)C1=C(C=CC=C1)S(=O)(=O)C N-{[2-amino-3-(difluoromethyl)quinolin-7-yl]methyl}-N-(2-methanesulfonylphenyl)pyridine-3-carboxamide